6-Chloro-3-[(1R)-1-[2-(1,2-dimethylbenzimidazol-5-yl)-3,6-dimethyl-4-oxo-chromen-8-yl]ethoxy]pyridine-2-carboxamide ClC1=CC=C(C(=N1)C(=O)N)O[C@H](C)C=1C=C(C=C2C(C(=C(OC12)C1=CC2=C(N(C(=N2)C)C)C=C1)C)=O)C